ACETYLHISTAMINE CC(=O)NCCC1=CN=CN1